N1CC(OCC1)CNC(=O)C=1N=C(SC1)C=1C=NN(C1)C1=CC=CC=C1 N-[(morpholin-2-yl)methyl]-2-(1-phenyl-1H-pyrazol-4-yl)-1,3-thiazole-4-carboxamide